2-(6-(3-(1H-indol-6-yl)ureido)-2,3-dihydro-4H-benzo[b][1,4]oxazin-4-yl)-2-phenylacetic acid methyl ester COC(C(C1=CC=CC=C1)N1C2=C(OCC1)C=CC(=C2)NC(=O)NC2=CC=C1C=CNC1=C2)=O